1-(1-methyl-5-(4-(quinoxalin-5-yl)phenyl)-1H-pyrazol-3-yl)-3-(4-((4-methylpiperazin-1-yl)methyl)-3-(trifluoromethyl)phenyl)urea CN1N=C(C=C1C1=CC=C(C=C1)C1=C2N=CC=NC2=CC=C1)NC(=O)NC1=CC(=C(C=C1)CN1CCN(CC1)C)C(F)(F)F